FC1=CC(=C(C=C1C1=CC(=C(C=C1)F)C(NC)=O)NC(=O)C1=CNC(C=C1C(F)(F)F)=O)N1C[C@H](N([C@H](C1)C)C)C N-[4-fluoro-5-[4-fluoro-3-(methylcarbamoyl)phenyl]-2-[(3R,5S)-3,4,5-trimethylpiperazin-1-yl]phenyl]-6-oxo-4-(trifluoromethyl)-1H-pyridine-3-carboxamide